COC1=CC=C(C2=C1NC(=N2)NC(=O)C2=CC=C(C=C2)C(=O)N(C)C)N2CCOCCC2 N4-[7-methoxy-4-(1,4-oxazepan-4-yl)-1H-1,3-benzodiazol-2-yl]-N1,N1-dimethylbenzene-1,4-dicarboxamide